3-nitro-5-(trifluoromethyl)benzoic acid [N+](=O)([O-])C=1C=C(C(=O)O)C=C(C1)C(F)(F)F